oxazolotetrazine N1=NN=NC2=C1N=CO2